(2S,12Z,15Z)-N,N-dimethyl-1-(octyloxy)henicosa-12,15-dien-2-amine CN([C@H](COCCCCCCCC)CCCCCCCCC\C=C/C\C=C/CCCCC)C